N-(1-(cyclopropylsulfonyl)piperidin-4-yl)-5-fluoro-4-(8-fluoro-4-(pyrrolidin-2-yl)quinolin-6-yl)pyrimidin-2-amine C1(CC1)S(=O)(=O)N1CCC(CC1)NC1=NC=C(C(=N1)C=1C=C2C(=CC=NC2=C(C1)F)C1NCCC1)F